(1S,2S)-2-fluoro-N-(3-(2-methoxypyridin-3-yl)-1-((2-(trimethylsilyl)ethoxy)methyl)-1H-pyrrolo[2,3-b]pyridin-6-yl)cyclopropane-1-carboxamide F[C@@H]1[C@@H](C1)C(=O)NC1=CC=C2C(=N1)N(C=C2C=2C(=NC=CC2)OC)COCC[Si](C)(C)C